1-((4-((1aS,7bR)-6-chloro-3-((R)-5-azaspiro[3.4]octan-7-yl)-1a,2,3,7b-tetrahydro-1H-cyclopropa[c]quinolin-4-yl)thieno[3,2-d]pyrimidin-6-yl)methyl)pyrrolidine-2,5-dione, hydrochloride Cl.ClC1=CC=2[C@H]3[C@@H](CN(C2C(=C1)C=1C2=C(N=CN1)C=C(S2)CN2C(CCC2=O)=O)[C@H]2CNC1(CCC1)C2)C3